C(C1=CC=CC=C1)C1=NC(=NN1)C(=O)N[C@@H]1C(N(C2=C(OC1)C=CC(=N2)C#CC2(COC2)O)C)=O (S)-5-benzyl-N-(7-((3-hydroxyoxetan-3-yl)ethynyl)-5-methyl-4-oxo-2,3,4,5-tetrahydropyrido[3,2-b][1,4]oxazepin-3-yl)-1H-1,2,4-triazole-3-carboxamide